C(C)SC=S ethyl-dithioformate